ClC1=NC(=C2N=CN(C2=N1)[C@@H]1O[C@@H]([C@H]([C@H]1O)O)CO)N1CC2(CCCC3=CC=CC=C23)CC1 (2R,3R,4S,5R)-2-(2-chloro-6-spiro[pyrrolidin-3,1'-tetrahydronaphthalen]-1-ylpurine-9-yl)-5-(hydroxymethyl)tetrahydrofuran-3,4-diol